Cl.BrC1=CC=C(C=C1)C(CCN(C)C)=O 1-(4-bromophenyl)-3-(dimethylamino)propan-1-one hydrochloride